trans-2-Phenylcyclopropyl isocyanate C1(=CC=CC=C1)[C@H]1[C@@H](C1)N=C=O